4-(2-hydroxyphenyl)methylene-2,6-di-tert-butyl-2,5-cyclohexadien-1-one OC1=C(C=CC=C1)C=C1C=C(C(C(=C1)C(C)(C)C)=O)C(C)(C)C